bis(2-ethylhexyl) 1-(2-ethylhexyl amino)-1-methylpropylphosphonate C(C)C(CNC(CC)(C)P(OCC(CCCC)CC)(OCC(CCCC)CC)=O)CCCC